N,N-dimethyl-1-thionaphthamide CN(C(=S)C1=CC=CC2=CC=CC=C12)C